O1CCOC2=C1C=CC(=C2)S(=O)(=O)N2N=C1C(=C2)CN(C1)C([C@H](CO)C1=CC=CC=C1)=O (2S)-1-[2-(2,3-dihydro-1,4-benzodioxine-6-sulfonyl)-2H,4H,5H,6H-pyrrolo[3,4-c]pyrazol-5-yl]-3-hydroxy-2-phenylpropan-1-one